FC(C1=C(OCC2CCN(CC2)C(=O)OC(C)(C)C)C=CC=C1)(F)F tert-butyl 4-((2-(trifluoromethyl) phenoxy)methyl)piperidine-1-carboxylate